NCC1=NNC(C2=CC=C(C=C12)C=1C=2N(C=NC1)C=CC2)=O 4-(aminomethyl)-6-(pyrrolo[1,2-c]pyrimidin-4-yl)phthalazin-1(2H)-one